propyl 1-tert-butyl-5-fluoropyrazole-4-carboxylate C(C)(C)(C)N1N=CC(=C1F)C(=O)OCCC